C(C)OP(C1=CC2=CC=CC=C2C=C1)C1=CC2=CC=CC=C2C=C1 ethoxybis(2-naphthyl)phosphine